N-[3-(5-chloro-1H-pyrrolo[2,3-b]pyridine-3-carbonyl)-2-fluoro-phenyl]-3-methoxy-pyrrolidine-1-sulfonamide ClC=1C=C2C(=NC1)NC=C2C(=O)C=2C(=C(C=CC2)NS(=O)(=O)N2CC(CC2)OC)F